N-[(3S)-9-fluoro-2-oxo-5-phenyl-1,3-dihydro-1,4-benzodiazepine-3-Yl]-2-(1-methylindol-5-yl)pyrazolo[1,5-a]pyrimidine-3-carboxamide FC1=CC=CC=2C(=N[C@@H](C(NC21)=O)NC(=O)C=2C(=NN1C2N=CC=C1)C=1C=C2C=CN(C2=CC1)C)C1=CC=CC=C1